[2,3,3-2H3]serine N[C@@](C(O)([2H])[2H])(C(=O)O)[2H]